3-({[(1R)-6-[(1,3-dihydro-2-benzofuran-5-yl)(methyl)amino]-1,2,3,4-tetrahydronaphthalen-1-yl]methyl}amino)pyridine-4-carboxylic acid methyl ester COC(=O)C1=C(C=NC=C1)NC[C@@H]1CCCC2=CC(=CC=C12)N(C)C1=CC2=C(COC2)C=C1